FC1(C(C1)C=1N=C(SC1)[C@H](CC1=CC=C(C=C1)NS(=O)(=O)O)NC([C@H](CC1=CC=CC=C1)NC(=O)OC)=O)F 4-{(S)-2-[4-(2,2-difluorocyclopropyl)thiazol-2-yl]-2-[(S)-2-(methoxycarbonylamino)-3-phenylpropionylamino]ethyl}phenylaminosulfonic acid